COC=1C=C2[C@]3(C(NC2=CC1)=O)[C@@H](C3)C3=CC=C1C(=NNC1=C3)NC3=NC(=CC=C3OC)C (1R,2S)-5'-methoxy-2-{3-[(3-methoxy-6-methylpyridin-2-yl)amino]-1H-indazol-6-yl}spiro[cyclopropane-1,3'-indol]-2'(1'H)-one